N-(4-((3-(2-((2-(dimethylamino)ethyl)amino)pyrimidin-4-yl)pyridin-2-yl)oxy)-2,3-difluorophenyl)-1-phenylmethanesulfonamide CN(CCNC1=NC=CC(=N1)C=1C(=NC=CC1)OC1=C(C(=C(C=C1)NS(=O)(=O)CC1=CC=CC=C1)F)F)C